6-chloro-N-{3-chloro-4-[(1-methyl-1,3-benzodiazol-5-yl)oxy]phenyl}pyrido[3,2-d]pyrimidin-4-amine ClC=1C=CC=2N=CN=C(C2N1)NC1=CC(=C(C=C1)OC1=CC2=C(N(C=N2)C)C=C1)Cl